1,2,3,4-tetrahydroisoquinolinyl-triethoxysilane C1(NCCC2=CC=CC=C12)[Si](OCC)(OCC)OCC